N-[5-(4-amino-2-chlorophenyl)-1-trityl-1H-indazol-3-yl]-1-methylpiperidine-4-carboxamide NC1=CC(=C(C=C1)C=1C=C2C(=NN(C2=CC1)C(C1=CC=CC=C1)(C1=CC=CC=C1)C1=CC=CC=C1)NC(=O)C1CCN(CC1)C)Cl